ClCC=1C=NN(C1)C 4-(chloromethyl)-1-methylpyrazole